NC1=NC(=C(C=C1C=1C=C2CCNC(C2=C(C1)NCC1=C(C=C(C=C1)OC)OC)=O)C1=CC=C(C=C1)N1CCN(CC1)C(C)C)F 6-(2-amino-6-fluoro-5-(4-(4-isopropylpiperazin-1-yl)phenyl)pyridin-3-yl)-8-((2,4-dimethoxybenzyl)amino)-3,4-dihydroisoquinolin-1(2H)-one